N-(4-bromo-2-{[(4-fluorophenyl)methyl](methyl)amino}phenyl)ethane-1-sulfonamide BrC1=CC(=C(C=C1)NS(=O)(=O)CC)N(C)CC1=CC=C(C=C1)F